C(#N)[C@H](C[C@@H]1C(NCCC1)=O)NC(=O)[C@@H]1N([C@@H]2CC([C@H]1CC2)(F)F)C(=O)C2(C1=CC=CC=C1C=1C=CC=CC21)O (1S,3R,4S)-N-((S)-1-cyano-2-((R)-2-oxopiperidin-3-yl)ethyl)-5,5-difluoro-2-(9-hydroxy-9H-fluorene-9-carbonyl)-2-azabicyclo[2.2.2]octane-3-carboxamide